ClC=1C=CC(=C(C=O)C1)OC 5-CHLORO-2-METHOXYBENZALDEHYDE